9-((2-(2,6-dioxopiperidin-3-yl)-1-oxoisoindolin-4-yl)amino)nonanoic acid O=C1NC(CCC1N1C(C2=CC=CC(=C2C1)NCCCCCCCCC(=O)O)=O)=O